4'-((((2R,7aS)-7a-(Hydroxymethyl)hexahydro-1H-pyrrolizin-2-yl)oxy)methyl)-[1,1'-biphenyl]-2-carbonitrile OC[C@]12CCCN2C[C@@H](C1)OCC1=CC=C(C=C1)C=1C(=CC=CC1)C#N